1,1,1,3,3,3-hexafluoropropan-2-yl (R or S)-1-((2-methylpyrimidin-5-yl)carbamoyl)-6-azaspiro[2.5]octane-6-carboxylate CC1=NC=C(C=N1)NC(=O)[C@@H]1CC12CCN(CC2)C(=O)OC(C(F)(F)F)C(F)(F)F |o1:10|